C(C1=CC=C(C(=O)[O-])C=C1)(=O)OC1(CCC(CC1)C)C 1,4-dimethylcyclohexyl terephthalate